ClC1=C(C(=O)N[C@H]2[C@H]3CC[C@@H](C2)N3C#N)C=CC(=C1)N1N=CC(=C1)C(F)(F)F 2-chloro-N-((1R,2R,4S)-7-cyano-7-azabicyclo[2.2.1]heptan-2-yl)-4-(4-(trifluoromethyl)-1H-pyrazol-1-yl)benzamide